4-hexadecylamino-4-oxobutanoyl-glycine C(CCCCCCCCCCCCCCC)NC(CCC(=O)NCC(=O)O)=O